1-(4-bromophenyl)-3-(2-oxo-4-trifluoromethyl-2H-1-benzopyran-7-yl)urea BrC1=CC=C(C=C1)NC(=O)NC1=CC2=C(C(=CC(O2)=O)C(F)(F)F)C=C1